FC(C=1C=C(C=C(C1)C(F)(F)F)C1=NN(C=N1)C1=C(C(=NN1C)C)C=O)(F)F 5-(3-(3,5-bis(trifluoromethyl)phenyl)-1H-1,2,4-triazol-1-yl)-1,3-dimethyl-1H-pyrazole-4-carbaldehyde